2-Chloro-4-{[1-(3,5-dichloro-benzenesulfonyl)-1,2,3,4-tetrahydro-quinoline-7-carbonyl]-amino}-benzoic acid ClC1=C(C(=O)O)C=CC(=C1)NC(=O)C1=CC=C2CCCN(C2=C1)S(=O)(=O)C1=CC(=CC(=C1)Cl)Cl